BrC1=CC2=C(N=C(N=C2)NC)N2C1=NC(C2)C 6-bromo-N,8-dimethyl-8,9-dihydroimidazo[1',2':1,6]pyrido[2,3-d]pyrimidin-2-amine